[5-[3-[2-[[(1S)-1-methylpropyl]amino]-1,3-benzothiazol-7-yl]phenyl]-2-furyl]phosphonic acid C[C@@H](CC)NC=1SC2=C(N1)C=CC=C2C=2C=C(C=CC2)C2=CC=C(O2)P(O)(O)=O